Tert-butyl N-[3-[3-[3-(2,6-dioxo-3-piperidyl)-2-oxo-1,3-benzoxazol-6-yl]propoxy]propyl]carbamate O=C1NC(CCC1N1C(OC2=C1C=CC(=C2)CCCOCCCNC(OC(C)(C)C)=O)=O)=O